The molecule is a 2,2'-lysobisphosphatidic acid in which both acyl groups are specified as oleoyl. It derives from an oleic acid. It is a conjugate acid of a (S,S)-bis-(3-oleoylglycero)-1-phosphate(1-). CCCCCCCC/C=C\\CCCCCCCC(=O)OC[C@H](O)COP(=O)(OC[C@@H](O)COC(=O)CCCCCCC/C=C\\CCCCCCCC)O